(2-bromomethyl-phenyl)-[(E)-methoxyimino]-acetic acid methyl ester COC(/C(=N/OC)/C1=C(C=CC=C1)CBr)=O